Methyl (4-(3-amino-7-((tetrahydro-2H-pyran-4-yl)ethynyl)-1H-indazol-5-yl)pyridin-2-yl)carbamate NC1=NNC2=C(C=C(C=C12)C1=CC(=NC=C1)NC(OC)=O)C#CC1CCOCC1